ClC1=CC=C(C=C1)C(CN[C@H](C(=O)NC1=CC=C(C=C1)C=1C=NN(C1)C)C1=CC=CC=C1)C (S)-2-((2-(4-chlorophenyl)propyl)amino)-N-(4-(1-methyl-1H-pyrazol-4-yl)phenyl)-2-phenylacetamide